[O-]P([O-])(=O)OP(=O)([O-])O.[K+].[K+].[K+] tri-potassium pyrophosphate